2-[(2S)-4-[(7R)-2-[3-(Dimethylamino)azetidin-1-yl]-7-(7-fluoro-2,3-dihydro-1H-indol-1-yl)-5,6,7,8-tetrahydroquinazolin-4-yl]-1-(prop-2-enoyl)piperazin-2-yl]acetonitrile CN(C1CN(C1)C1=NC=2C[C@@H](CCC2C(=N1)N1C[C@@H](N(CC1)C(C=C)=O)CC#N)N1CCC2=CC=CC(=C12)F)C